tert-butyl (N-(7-fluoro-3-methylchroman-4-yl) sulfamoyl)carbamate FC1=CC=C2C(C(COC2=C1)C)NS(=O)(=O)NC(OC(C)(C)C)=O